NC[C@H](C(=O)O)C (R)-3-(amino)-2-methylpropionic acid